(1S,2S,3S,6R)-4-((difluoromethoxy)methyl)-6-((4-isobutoxybenzyl)amino)cyclohex-4-ene-1,2,3-triol FC(OCC=1[C@@H]([C@@H]([C@H]([C@@H](C1)NCC1=CC=C(C=C1)OCC(C)C)O)O)O)F